IC=1C=C2C(=NC1)N(N=C2C(=O)OC)C2OCCCC2 methyl 5-iodo-1-(tetrahydro-2H-pyran-2-yl)-1H-pyrazolo[3,4-b]pyridine-3-carboxylate